OCCN1CCN(CC1)C=1C=CC(=NC1)NC1=CC(=CN(C1=O)C)C1=C(C(=NC=C1)N1C(C=2N(C=3CCCCC3C2)CC1)=O)CO 2-(5-{5-[4-(2-Hydroxy-ethyl)-piperazin-1-yl]-pyridin-2-ylamino}-3'-hydroxymethyl-1-methyl-6-oxo-1,6-dihydro-[3,4']bipyridinyl-2'-yl)-3,4,6,7,8,9-hexahydro-2H-pyrazino[1,2-a]indol-1-one